CC1(CC(CCC(NCCOCCOCCNC(O1)=O)=O)CCCCCCCC\C=C/CCCCCCCC(=O)O)C 2,2-dimethyl-4,15-dioxo-3,8,11-trioxa-5,14-diazacyclooctadecane-18-oleic acid